benzyl 4-((1R,5S)-8-(tert-butoxycarbonyl)-3,8-diazabicyclo[3.2.1]oct-3-yl)-2-(methylsulfanyl)-5,8-dihydropyrido[3,4-d]pyrimidine-7(6H)-carboxylate C(C)(C)(C)OC(=O)N1[C@H]2CN(C[C@@H]1CC2)C=2C1=C(N=C(N2)SC)CN(CC1)C(=O)OCC1=CC=CC=C1